N1N=CC(=C1)N1CCN(CC1)C=1SC(=CN1)C(=O)N (l)-2-[4-(1H-pyrazol-4-yl)piperazin-1-yl]Thiazole-5-carboxamide